C(C(C)C)C1C(CCN2C1C1=CC(=C(C=C1CC2)OC)OC)O isobutyl-9,10-dimethoxy-1,3,4,6,7,11b-hexahydro-2H-pyrido[2,1-a]isoquinolin-2-ol